1-(4-acetylpyridin-2-yl)-N-(6-methoxy-1-methylindazol-7-yl)-N-{[2-(trimethylsilyl)ethoxy]methyl}pyrazole-4-sulfonamide C(C)(=O)C1=CC(=NC=C1)N1N=CC(=C1)S(=O)(=O)N(COCC[Si](C)(C)C)C=1C(=CC=C2C=NN(C12)C)OC